CN1N=CC2=CC(=CC=C12)C(=O)NC=1C=CC=2N(C1)C=C(N2)[C@H]2N(CCC2)C |o1:22| rel-1-methyl-N-{2-[(2S)-1-methylpyrrolidin-2-yl]imidazo[1,2-a]pyridin-6-yl}-1H-indazole-5-carboxamide